N[C@@]1(CN(CC1)C1=C(C=NC=C1C1=CC(=CC(=C1)F)F)C(=O)NCC(CC)C)C 4-[(3S)-3-amino-3-methylpyrrolidin-1-yl]-5-(3,5-difluorophenyl)-N-(2-methylbutyl)pyridine-3-carboxamide